NC1=NC=CC(=C1Cl)SC=1C=2N(C(=NC1)N1CCC3(CC1)[C@H](C1=CC=CC=C1C3)N[S@](=O)C(C)(C)C)C=NN2 (R)-N-((R)-1'-(8-((2-amino-3-chloropyridin-4-yl)thio)-[1,2,4]triazolo[4,3-c]pyrimidin-5-yl)-1,3-dihydrospiro[indene-2,4'-piperidin]-1-yl)-2-methylpropane-2-sulfinamide